(trans)-2-amino-N-(5-cyclohexyl-1,3-thiazol-2-yl)cyclopropane-1-carboxamide HCl Salt Cl.N[C@H]1[C@@H](C1)C(=O)NC=1SC(=CN1)C1CCCCC1